COC(=O)C=1C(N(C2=CC(=CC=C2C1N)I)C=1C=NC(=CC1C)N)=O 4-Amino-1-(6-amino-4-methylpyridin-3-yl)-7-iodo-2-oxo-1,2-dihydroquinoline-3-carboxylic acid methyl ester